6-(4-chlorophenyl)-N-(3,5-difluorophenyl)sulfonyl-5-phenyl-4,5-dihydro-3H-pyridazine-2-carboxamide ClC1=CC=C(C=C1)C=1C(CCN(N1)C(=O)NS(=O)(=O)C1=CC(=CC(=C1)F)F)C1=CC=CC=C1